2-((4-bromobenzyl)oxy)-1-naphthalenal BrC1=CC=C(COC2=C(C3=CC=CC=C3C=C2)C=O)C=C1